BrC1=C(C(=O)OC)C=CC(=C1)C(NCCCNC(C[C@H]1C=2N(C3=C(C(=N1)C1=CC=C(C=C1)Cl)C(=C(S3)C)C)C(=NN2)C)=O)=O methyl (S)-2-bromo-4-((3-(2-(4-(4-chlorophenyl)-2,3,9-trimethyl-6H-thieno[3,2-f][1,2,4]triazolo[4,3-a][1,4]diazepin-6-yl)acetamido)propyl)carbamoyl)benzoate